C12(CC3CC(CC(C1)C3)C2)P(Br)C23CC1CC(CC(C2)C1)C3 di(1-adamantyl)bromophosphine